C(C)(C)(C)OC(=O)NC(CC(=O)O)C1=C(C=CC(=C1)NC(C1=C(C=C(C(=C1)C(F)(F)F)C1CC1)OC1=C(C=C(C=C1)F)C)=O)F 3-((tert-butoxycarbonyl)amino)-3-(5-(4-cyclopropyl-2-(4-fluoro-2-methylphenoxy)-5-(triFluoromethyl)benzamido)-2-fluorophenyl)propionic acid